(2S,4R)-1-{2-[3-(difluoromethyl)-1H-pyrazol-1-yl]acetyl}-4-fluoro-N-[(S)-[6-fluoro-5-(propan-2-yl)pyridin-2-yl](phenyl)methyl]pyrrolidine-2-carboxamide FC(C1=NN(C=C1)CC(=O)N1[C@@H](C[C@H](C1)F)C(=O)N[C@@H](C1=CC=CC=C1)C1=NC(=C(C=C1)C(C)C)F)F